ClC1=CC=C(C=C1)C1=C(CCC(C1)(C)C)CN1CCNCC1 4-{[2-(4-chlorophenyl)-4,4-dimethylcyclohex-1-en-1-yl]methyl}piperazin